O=C1NC(CCC1N1C(N(C2=C1C=CC=C2CCCCN2C[C@H]1CC[C@@H](C2)N1C(=O)OC(C)(C)C)C)=O)=O tert-butyl (1R,5S)-3-[4-[1-(2,6-dioxo-3-piperidyl)-3-methyl-2-oxo-benzimidazol-4-yl]butyl]-3,8-diazabicyclo[3.2.1]octane-8-carboxylate